ClC=1N=C(C2=C(N1)SC(=N2)C=2C=NN(C2)C)N2CCOCC2 4-(5-chloro-2-(1-methyl-1H-pyrazol-4-yl)thiazolo[5,4-d]pyrimidin-7-yl)morpholine